methyl (4S,7R)-4-(4-fluorophenyl)-7-(2-methoxyphenyl)-2-methyl-5-oxo-1,4,5,6,7,8-hexahydro-3-quinolinecarboxylate FC1=CC=C(C=C1)[C@@H]1C(=C(NC=2C[C@H](CC(C12)=O)C1=C(C=CC=C1)OC)C)C(=O)OC